OCC(C)(C)NC(CN(C)C=1C2=C(N=C(N1)C=1N=CN(C1)CCCO)CCC2)=O N-(1-hydroxy-2-methylpropan-2-yl)-2-((2-(1-(3-hydroxypropyl)-1H-imidazol-4-yl)-6,7-dihydro-5H-cyclopenta[d]pyrimidin-4-yl)(methyl)amino)acetamide